2,5-dichloro-4-trifluoromethyl-aniline ClC1=C(N)C=C(C(=C1)C(F)(F)F)Cl